ClC=1C(=C(C(=C(C1)CO)C)OC)OC (5-chloro-3,4-dimethoxy-2-methylphenyl)methanol